N[C@@H]1C(N(C2=C(N(CC1)CCCOC1CN(C1)C(=O)OC(C)(C)C)C(=CC=C2)F)C)=O tert-butyl (S)-3-(3-(4-amino-10-fluoro-6-methyl-5-oxo-3,4,5,6-tetrahydrobenzo[b][1,4]diazocin-1(2H)-yl)propoxy)azetidine-1-carboxylate